tris-(3-glycidoxypropyl)phenylsilane C(C1CO1)OCCC[Si](C1=CC=CC=C1)(CCCOCC1CO1)CCCOCC1CO1